tert-butyl (tert-butoxycarbonyl)(7-cyclopropyl-5-(7-(3-(4-((4-methylpiperazin-1-yl)methyl)-3-(trifluoromethyl)phenyl)ureido)benzofuran-4-yl)-7H-pyrrolo[2,3-d]pyrimidin-4-yl)carbamate C(C)(C)(C)OC(=O)N(C(OC(C)(C)C)=O)C=1C2=C(N=CN1)N(C=C2C2=CC=C(C1=C2C=CO1)NC(=O)NC1=CC(=C(C=C1)CN1CCN(CC1)C)C(F)(F)F)C1CC1